COC(=O)C1CCNCC1 piperidine-4-carboxylic acid (R)-methyl ester